C(C=C)(=O)N1C(CN(CC1)C(CCCC1=CC=C(C=C1)OC)=O)=O 1-acryloyl-4-(4-(4-methoxyphenyl)butyryl)piperazin-2-one